Cl.O1C(NCC1)=O oxazolidin-2-one Hydrochloride salt